COC1=NC(=NC=C1C(F)(F)F)C(=O)OC methyl 4-methoxy-5-(trifluoromethyl)pyrimidine-2-carboxylate